methyl 2-(2-allylhydrazineyl)-4-nitrobenzoate C(C=C)NNC1=C(C(=O)OC)C=CC(=C1)[N+](=O)[O-]